ClC1=CC=C(C=C1)C=1N=NN(C1)C1=CC(=CC=C1)[C@H](C)SC1=NN=CN1C (S)-4-(4-chlorophenyl)-1-(3-(1-(4-methyl-4H-1,2,4-triazol-3-ylthio)ethyl)Phenyl)-1H-1,2,3-triazole